C(CCC(=O)OCCCC)(=O)OOC(C=C)=O acryloyloxy butyl succinate